COC(CCCCO)OC 1,1-dimethoxypentan-5-ol